IC=1C=CCNC1 5-iodo-1H-pyridine